COC1=C(C=CC=C1)N1CC=2C=C(N=CC2CC1)CNC(OC(C)(C)C)=O tert-Butyl ((6-(2-methoxyphenyl)-5,6,7,8-tetrahydro-2,6-naphthyridin-3-yl)methyl)carbamate